(4-((R)-3-hydroxy-3-methylpiperidin-1-yl)-2-(((S)-1-methylpyrrolidin-2-yl)methoxy)-5,7-dihydro-6H-pyrrolo[3,4-d]pyrimidin-6-yl)(3-hydroxy-8-iodonaphthalen-1-yl)methanone O[C@]1(CN(CCC1)C=1C2=C(N=C(N1)OC[C@H]1N(CCC1)C)CN(C2)C(=O)C2=CC(=CC1=CC=CC(=C21)I)O)C